tert-butyl (3,3-difluoropiperidin-4-yl)carbamate FC1(CNCCC1NC(OC(C)(C)C)=O)F